ClC1=NC=CC(=C1F)CC=1C=NC=C(C1C)OC 2-chloro-3-fluoro-4-[(5-methoxy-4-methyl-3-pyridyl)methyl]pyridine